methyl 5,5,5-trifluoro-3-oxopentanoate FC(CC(CC(=O)OC)=O)(F)F